2-methyl-benzenesulfonamide monohydrochloride Cl.CC1=C(C=CC=C1)S(=O)(=O)N